COC(=O)/C=C/C1C=C(O)C2=C(C=1)C(C(=O)OC)C(C1C=CC(O)=C(O)C=1)O2 Dihydrobenzofuran